ClC1C2=C(CCC3=C1C=CC=C3)C=CC=C2 5-chloro-10,11-dihydro-5H-dibenzo-[a,d][7]annulene